4-(4-(trifluoromethyl)phenyl)-4,5,6,7-tetrahydropyrazolo[1,5-a]pyrimidin-6-amine hydrochloride Cl.FC(C1=CC=C(C=C1)N1C=2N(CC(C1)N)N=CC2)(F)F